Helium Oxygen (3Z)-16,16-dipentoxy-3-hexadecen-1-ol C(CCCC)OC(CCCCCCCCCCC\C=C/CCO)OCCCCC.[O].[He]